CS(=O)C=1C=C(C2=C(N=C(O2)N2CC3CCC(C2)N3C(=O)OC(C)(C)C)C1)C=1SC=CN1 tert-Butyl 3-(5-(methylsulfinyl)-7-(thiazol-2-yl)benzo[d]oxazol-2-yl)-3,8-diazabicyclo[3.2.1]octane-8-carboxylate